acryloyloxytetradecyltrichloromethylsilane C(C=C)(=O)OCCCCCCCCCCCCCC[SiH2]C(Cl)(Cl)Cl